2-bromo-4-[4-(dimethoxymethyl)-1-piperidinyl]pyridine BrC1=NC=CC(=C1)N1CCC(CC1)C(OC)OC